1-(9Z-heptadecenoyl)-2-dodecanoyl-glycero-3-phospho-(1'-sn-glycerol) CCCCCCCCCCCC(=O)O[C@H](COC(=O)CCCCCCC/C=C\CCCCCCC)COP(=O)(O)OC[C@H](CO)O